ethyl 4-(trifluoromethyl)-3-(((trifluoromethyl)sulfonyl)oxy)isothiazole-5-carboxylate FC(C=1C(=NSC1C(=O)OCC)OS(=O)(=O)C(F)(F)F)(F)F